methyl 6-chloro-1-(6-(1,1-difluoroethyl) pyridin-2-yl)-1H-pyrazolo[4,3-C]pyridine-3-carboxylate ClC1=CC2=C(C=N1)C(=NN2C2=NC(=CC=C2)C(C)(F)F)C(=O)OC